(S)-2-(1-Acryloylpiperidin-2-yl)-1-amino-4-(4-((4-ethylpyridin-2-yl)carbamoyl)phenyl)-1H-imidazol-5-carboxamid C(C=C)(=O)N1[C@@H](CCCC1)C=1N(C(=C(N1)C1=CC=C(C=C1)C(NC1=NC=CC(=C1)CC)=O)C(=O)N)N